N1(CCCCCC1)C1=C(C(=NC=2N1N=CN2)Cl)C2=C(C=C(C#N)C=C2F)F 4-(7-(azepan-1-yl)-5-chloro-[1,2,4]triazolo[1,5-a]pyrimidin-6-yl)-3,5-difluorobenzonitrile